N1=CN=C(C2=C1NC=C2)N2CCN(CC2)C(C(=O)NC2=CC=C(C=C2)S(NC(C)C)(=O)=O)=C 2-(4-(7H-pyrrolo[2,3-d]pyrimidin-4-yl)piperazin-1-yl)-N-(4-(N-isopropylsulfamoyl)phenyl)propenamide